3-buten-1-yl-tris(t-butoxy)tin C(CC=C)[Sn](OC(C)(C)C)(OC(C)(C)C)OC(C)(C)C